7-chloro-6-(2-chloroethoxy)-1H-inden-3-yl trifluoromethanesulfonate FC(S(=O)(=O)OC1=CCC2=C(C(=CC=C12)OCCCl)Cl)(F)F